CN1C(C2=CC=CC(=C2C=C1)[N+](=O)[O-])=O 2-methyl-5-nitroisoquinolin-1(2H)-one